N-(6-(4-cyanophenyl)thiazolo[4,5-b]pyrazin-2-yl)-4-(2-methoxyphenyl)-6-(trifluoromethyl)pyridine-3-carboxamide C(#N)C1=CC=C(C=C1)C=1N=C2C(=NC1)N=C(S2)NC(=O)C=2C=NC(=CC2C2=C(C=CC=C2)OC)C(F)(F)F